FC=1C(=NC(=C(C#N)C1)N1C[C@@H](C([C@@H](C1)C)F)C)NC1=CC2=C(N(C(N2C[C@H]2NC(OC2)=O)=O)C)C=C1 5-fluoro-2-((3S,4S,5R)-4-fluoro-3,5-dimethylpiperidin-1-yl)-6-((1-methyl-2-oxo-3-(((R)-2-oxooxazolidin-4-yl)methyl)-2,3-dihydro-1H-benzo[d]imidazol-5-yl)amino)nicotinonitrile